COC=1SC=2N=C(SC2N1)C=1OC2=C(C1)C(=CC(=C2)OC)OCCOCCOC 2-methoxy-5-(6-methoxy-4-(2-(2-methoxyethoxy)ethoxy)benzofuran-2-yl)thiazolo[5,4-d]thiazole